ICCCCS(=O)(=O)N(CC1=CC=C(C=C1)OC)CC1=CC=C(C=C1)OC 4-Iodo-N,N-bis(4-methoxybenzyl)butane-1-sulfonamide